1-(6-chloro-4-(hydroxymethyl)pyridin-2-yl)pyrrolidin-2-one ClC1=CC(=CC(=N1)N1C(CCC1)=O)CO